[(1R,2S,4R)-4-({5-[(4-{[(3-Chlorophenyl)(methyl)amino]methyl}-2-thienyl)carbonyl]pyrimidin-4-yl}amino)-2-hydroxycyclopentyl]methyl sulfamate S(N)(OC[C@@H]1[C@H](C[C@@H](C1)NC1=NC=NC=C1C(=O)C=1SC=C(C1)CN(C)C1=CC(=CC=C1)Cl)O)(=O)=O